1-(2-hydroxy-phenyl)-2-hydroxy-phenyl-propane OC1=C(C=CC=C1)C1(C(C=CC=C1)O)CCC